FC(C(=O)O)(F)F.N1(N=CC=C1)CCCNC(=O)C=1N=C(C=2N(C1)C(=CN2)C2=C(C=CC(=C2)S(=O)(=O)C)C)N N-(3-(1H-pyrazol-1-yl)propyl)-8-amino-3-(2-methyl-5-(methylsulfonyl)phenyl)imidazo[1,2-a]pyrazine-6-carboxamide trifluoroacetate salt